6-fluoro-5-iodobenzo[b]thiophene-2-carboxylic acid ethyl ester C(C)OC(=O)C1=CC2=C(S1)C=C(C(=C2)I)F